N\C(=C/C(=C)C=1C=CC2=C(C1)COC1=NC(=CC=C12)N(C1C[C@H]2COC[C@@H](C1)N2C(=O)OC(C)(C)C)C)\OC tert-butyl (1R,5S,7s)-7-({8-[(3E)-4-amino-4-methoxybuta-1,3-dien-2-yl]-6H-isochromeno[3,4-b]pyridin-3-yl}(methyl)amino)-3-oxa-9-azabicyclo[3.3.1]nonane-9-carBOxylate